bis[4-(4-aminophenoxy)phenylphenyl]Sulfone NC1=CC=C(OC2=CC=C(C=C2)C2=C(C=CC=C2)S(=O)(=O)C2=C(C=CC=C2)C2=CC=C(C=C2)OC2=CC=C(C=C2)N)C=C1